2-methoxy-5-(trifluoromethyl)nicotinic acid COC1=C(C(=O)O)C=C(C=N1)C(F)(F)F